C(#N)N1CC2=C(C=C(C=C2C1)CNC(=O)NC)C1=C(C=C(C=C1)C#N)C#N ((2-cyano-7-(2,4-dicyanophenyl)isoindolin-5-yl)methyl)-3-methylurea